2-(5-(2-hydroxypropan-2-yl)-1,3,4-oxadiazol-2-yl)-4-((S)-3-methylmorpholine-4-carbonyl)thiazol-5-yl-N-((S)-1,1,1-trifluoropropan-2-yl)benzenesulfonamide OC(C)(C)C1=NN=C(O1)C=1SC(=C(N1)C(=O)N1[C@H](COCC1)C)C1=C(C=CC=C1)S(=O)(=O)N[C@H](C(F)(F)F)C